C[Si](C)(C)OCC methyl-ethoxydimethyl-silane